BrC=1C=C2C(=NC=NC2=CC1)N1CCN(CC1)C1=CC=CC=C1 6-bromo-4-(4-phenylpiperazin-1-yl)quinazoline